O1N=C(C2=C1C=CC=C2)NS(=O)(=O)C2=CC1=CC=CC=C1C=C2 N-(benzo[d]isoxazol-3-yl)naphthalene-2-sulfonamide